ClC=1C=C(C=CC1F)NC(=O)C=1N(C(=C2C1CCC2NC(OCC=2N=NNC2)=O)C)C (1H-1,2,3-Triazol-4-yl)methyl (1-((3-chloro-4-fluorophenyl)carbamoyl)-2,3-dimethyl-2,4,5,6-tetrahydrocyclopenta[c]pyrrol-4-yl)carbamate